3-Methyl-1-phenyl-3-phospholen-1-oxid CC=1CP(CC1)(C1=CC=CC=C1)=O